FC1=C(C=CC=C1)C1=C(C(=CN1S(=O)(=O)C=1C=NC(=CC1)OC)CNC)OC 1-(5-(2-fluorophenyl)-4-methoxy-1-((6-methoxypyridin-3-yl)sulfonyl)-1H-pyrrole-3-yl)-N-methylmethanamine